FC1CC(N(C1)C(C1=CC(=CC=C1)N1N=CN=C1)=O)C(=O)NC(C1=CC=C(C=C1)C(C)C)C1=CC=CC=C1 4-fluoro-N-{phenyl[4-(propan-2-yl)phenyl]methyl}-1-[3-(1H-1,2,4-triazol-1-yl)benzoyl]pyrrolidine-2-carboxamide